C(CCCCCCCCCCCCCCCCC)(=O)C([C@@H]([C@@H]1C(=C(C(=O)O1)O)O)O)O L-6-stearoyl-L-ascorbic acid